FC1=CC(=C(C(=C1)C(C)C)CC(=O)O)C1=CC(=NC=C1)OCCC1=CC(=C(C=C1)F)S(N)(=O)=O 2-(4-fluoro-2-(2-(4-fluoro-3-sulfamoylphenethoxy)pyridin-4-yl)-6-isopropylphenyl)acetic acid